ClC1=C(C=CC(=C1)F)C12CN(CC2C1)C(NC=1C=NC(=CC1)OC)=S 1-(2-chloro-4-fluorophenyl)-N-(6-methoxypyridin-3-yl)-3-azabicyclo[3.1.0]hexane-3-thioamide